COC(=O)[C@H]1C[C@@H]([C@@H](CC1)C(=O)O)C (1R,2S,4R)-4-(methoxycarbonyl)-2-methylcyclohexane-1-carboxylic acid